C(C)NC(O[C@H]1C[C@H](CC1)C1=CC(=NN1)NC(CC1=CC=CC=2N=CSC21)=O)=O (1R,3S)-3-{3-[(1,3-benzothiazol-7-ylacetyl)amino]-1H-pyrazol-5-yl}cyclopentyl ethylcarbamate